(E)-4-(2-(1-(methylamino)-6-(pyridin-2-ylamino)-2,7-naphthyridin-4-yl)vinyl)phenol CNC1=NC=C(C2=CC(=NC=C12)NC1=NC=CC=C1)/C=C/C1=CC=C(C=C1)O